5-[2-methyl-4-[(3S)-1-methylpyrrolidin-3-yl]oxy-pyrazol-3-yl]-N-[2-(trifluoromethyl)pyrimidin-4-yl]pyrazolo[1,5-a]pyridin-2-amine CN1N=CC(=C1C1=CC=2N(C=C1)N=C(C2)NC2=NC(=NC=C2)C(F)(F)F)O[C@@H]2CN(CC2)C